C1(=CC=CC=C1)NC=1C(=CC=CC1)NC1=CC=CC=C1 N1,N2-diphenyl-benzene-1,2-diamine